[Sn](Cl)Cl tin (ii) chloride